2-Methyl-N-(1-(naphthalen-1-yl)cyclopropyl)-5-(1,2,3,6-tetrahydropyridin-4-yl)benzamide CC1=C(C(=O)NC2(CC2)C2=CC=CC3=CC=CC=C23)C=C(C=C1)C=1CCNCC1